3-(2-(trifluoromethylphenyl)acryloyl)oxazolidin-2-one ethyl-1-methyl-5-(2-oxo-1H-imidazo[4,5-b]pyridin-3(2H)-yl)-1H-indole-2-carboxylate C(C)OC(=O)C=1N(C2=CC=C(C=C2C1)N1C(NC=2C1=NC=CC2)=O)C.FC(F)(F)C2=C(C=CC=C2)C(C(=O)N2C(OCC2)=O)=C